(R)-1-methoxy-3-(4-(1-methyl-2-oxo-1,2,3,4-tetrahydroquinolin-6-yl)-5,6,7,8-tetrahydroisoquinolin-8-yl)urea CONC(=O)N[C@@H]1CCCC=2C(=CN=CC12)C=1C=C2CCC(N(C2=CC1)C)=O